CC=1N=C(OC1C1=CC=CC=C1)C1=CC=C(C=C1)C=1OC(=C(N1)C)C1=CC=CC=C1 1,4-bis(4-methyl-5-phenyl-2-oxazolyl)-benzene